C(C)C1C(NC(CC1)=O)=O 3-ethylpiperidine-2,6-dione